OC(CN1N=C(C=C1)C)(C)C (2-hydroxy-2-methylpropyl)-3-methyl-1H-pyrazol